methyl 2-[2-(2-{5'-fluoro-1'-methyl-3-[4-(methylcarbamoyl)piperidin-1-yl]-[4,6'-biindazol]-1-yl}acetamido)acetamido]acetate FC=1C=C2C=NN(C2=CC1C=1C=2C(=NN(C2C=CC1)CC(=O)NCC(=O)NCC(=O)OC)N1CCC(CC1)C(NC)=O)C